N,N-diethyl-3-fluoro-5-(trifluoromethyl)benzamide C(C)N(C(C1=CC(=CC(=C1)C(F)(F)F)F)=O)CC